CN1N=CC=C1C=1C2=C(N=C(N1)N1[C@H](CC1)C)CCC2 (S)-4-(1-methyl-1H-pyrazol-5-yl)-2-(2-methylazetidin-1-yl)-6,7-dihydro-5H-cyclopenta[d]pyrimidine